2-(3-((1-(5-((2-(2,6-dioxopiperidin-3-yl)-1,3-dioxoisoindolin-5-yl)oxy)pentyl)piperidin-4-yl)oxy)azetidin-1-yl)-5-(5-methyl-5H-pyrido[4,3-b]indol-7-yl)nicotinonitrile O=C1NC(CCC1N1C(C2=CC=C(C=C2C1=O)OCCCCCN1CCC(CC1)OC1CN(C1)C1=C(C#N)C=C(C=N1)C=1C=CC=2C3=C(N(C2C1)C)C=CN=C3)=O)=O